5-cyano-2,2-difluoropentanoic acid ethyl ester C(C)OC(C(CCCC#N)(F)F)=O